C(C)CC(CC(=O)[O-])=O.C(C)CC(CC(=O)[O-])=O.C(CCC)OCC(C)=O.[Zr+2] zirconium monobutyloxyacetone bis(ethylacetoacetate)